N=1C=NN2C1C=C(C=C2)OC2=C(C=C(C=C2)NC2=NC=NC1=CC=3OC[C@@H]4N(C3N=C12)CCN(C4)C)C (R)-N-(4-([1,2,4]triazolo[1,5-a]pyridin-7-yloxy)-3-methylphenyl)-3-methyl-1,2,3,4,4a,5-hexahydropyrazino[1,2-d]pyrimido[4',5':5,6]pyrido[3,2-b][1,4]oxazin-11-amine